2-{3-[bis(3-aminopropyl)amino]propylamino}-N-ditetradecylcarbamoylmethyl-acetamide NCCCN(CCCNCC(=O)NCC(N(CCCCCCCCCCCCCC)CCCCCCCCCCCCCC)=O)CCCN